9-((4-((5-carboxypentyl)amino)-4-oxobutyl)(tosyl)carbamoyl)-10-(prop-2-yn-1-yl)acridin-10-ium C(=O)(O)CCCCCNC(CCCN(C(=O)C=1C2=CC=CC=C2[N+](=C2C=CC=CC12)CC#C)S(=O)(=O)C1=CC=C(C)C=C1)=O